(4-(2-carbazolylethoxy)phenyl)propanoic acid C1(=CC=CC=2C3=CC=CC=C3NC12)CCOC1=CC=C(C=C1)C(C(=O)O)C